C(N)(=N)C1=CC=C(C=C1)CN(C1=CC(=NN1C(=O)C=1C=C(C(=O)O)C=CC1)C1CN(CC1)C(=O)N1CCCC1)C 3-(5-{[(4-carbamimidoylphenyl)methyl](methyl)amino}-3-[1-(pyrrolidine-1-carbonyl)pyrrolidin-3-yl]-1H-pyrazole-1-carbonyl)benzoic acid